ClC1=CC(=C(C(=O)O)C=C1S(NC1CCCCC1)(=O)=O)NCC=1OC=CC1 4-Chloro-5-(N-cyclohexylsulfamoyl)-2-((furan-2-ylmethyl)amino)Benzoic Acid